ClC=1C=C(C=CC1)NC(=O)C1CC2(C1)CCC(CC2)C2=CC=NC1=CC=C(C=C21)F N-(3-chlorophenyl)-7-(6-fluoroquinoline-4-yl)spiro[3.5]nonane-2-carboxamide